7-(4-(2-fluoro-6-methylphenyl)piperazin-1-yl)-5-((3-hydroxypyrazin-2-yl)methyl)-3-methylpyrido[2,3-b]pyrazin-6(5H)-one FC1=C(C(=CC=C1)C)N1CCN(CC1)C1=CC=2C(=NC(=CN2)C)N(C1=O)CC1=NC=CN=C1O